N-(3-(4-Fluoro-3-(trifluoromethyl)phenyl)-1-methyl-1H-pyrrolo[2,3-b]pyridin-5-yl)acrylamide FC1=C(C=C(C=C1)C1=CN(C2=NC=C(C=C21)NC(C=C)=O)C)C(F)(F)F